3-(5-((4-(3-((2-((1S)-1-((tetrahydro-2H-pyran-2-yl)oxy)ethyl)-1H-imidazole-1-yl)methyl)isoxazol-5-yl)phenyl)ethynyl)pyridin-2-yl)propionamide O1C(CCCC1)O[C@@H](C)C=1N(C=CN1)CC1=NOC(=C1)C1=CC=C(C=C1)C#CC=1C=CC(=NC1)CCC(=O)N